COCCOCCOC(=O)C=1C=CC=2C(C3=CC=CC=C3SC2C1C(=O)OCCOCCOC)=O 3,4-di[2-(methoxyethoxy)ethoxycarbonyl]thioxanthone